4-(3-(5-fluoro-2-methoxypyridin-3-yl)pyrazolo[1,5-a]pyrimidin-5-yl)piperazine-1-carboxylic acid tert-butyl ester C(C)(C)(C)OC(=O)N1CCN(CC1)C1=NC=2N(C=C1)N=CC2C=2C(=NC=C(C2)F)OC